O1CC(C1)N1CNCCC1 3-(oxetan-3-yl)tetrahydropyrimidin